ClC=1C=C(C=C(C1)Cl)C1(CC(=NO1)C=1C(=C(C(=O)NCC(NCC(F)(F)F)=O)C=CC1)C)C(F)(F)F [5-(3,5-dichlorophenyl)-5-trifluoromethyl-4,5-dihydroisoxazol-3-yl]-2-methyl-N-[(2,2,2-trifluoro-ethylcarbamoyl)-methyl]-benzamide